(S)-7'-(3,5-difluorophenyl)-1-(5-(4-methyl-1H-pyrazol-1-yl)pyrazin-2-yl)dihydro-1'H,3'H,5'H-spiro[piperidine-4,2'-pyrazolo[1,2-a]pyrazol]-1'-one FC=1C=C(C=C(C1)F)[C@@H]1CCN2N1C(C1(C2)CCN(CC1)C1=NC=C(N=C1)N1N=CC(=C1)C)=O